3-(3-(((4-Acetoxybenzyl)oxy)carbonyl)-5-oxooxazolidin-4-yl)propanoic acid C(C)(=O)OC1=CC=C(COC(=O)N2COC(C2CCC(=O)O)=O)C=C1